N-(3-bromo-5-(methylsulfonamido)phenyl)-1-(4-cyanopyridin-2-yl)-1H-pyrazole-4-carboxamide BrC=1C=C(C=C(C1)NS(=O)(=O)C)NC(=O)C=1C=NN(C1)C1=NC=CC(=C1)C#N